tert-butyl N-[1-(7-bromo-3-chloro-2-methoxy-pyrazolo[1,5-a]pyridin-4-yl)-4-piperidyl]-N-cyclopropyl-carbamate BrC1=CC=C(C=2N1N=C(C2Cl)OC)N2CCC(CC2)N(C(OC(C)(C)C)=O)C2CC2